C(C)(C)(C)N1C=C(C=C1)B1OC(C(O1)(C)C)(C)C 1-tert-butyl-3-(4,4,5,5-tetramethyl-1,3,2-dioxaborolan-2-yl)-1H-pyrrole